N-benzyl-α-methylbenzylamine C(C1=CC=CC=C1)NC(C1=CC=CC=C1)C